methyl-4-((4-(4-cyano-3-fluorophenyl) piperazin-1-yl) methyl)-2-fluorobenzoate COC(C1=C(C=C(C=C1)CN1CCN(CC1)C1=CC(=C(C=C1)C#N)F)F)=O